C(C)N1N=CC=C1C(=O)N[C@@H](C1CCC(CC1)C)C=1N=C2N(N=C(C=C2)CC2C(N[C@@H](C2)C)=O)C1 1-ethyl-N-((1S)-(6-(((5R)-5-methyl-2-oxopyrrolidin-3-yl)methyl)imidazo[1,2-b]pyridazin-2-yl)((1r,4S)-4-methylcyclohexyl)methyl)-1H-pyrazole-5-carboxamide